C(C)OC(=O)C=1C=NC(=CC1C1CCC(CC1)(F)F)C(C)(C)C 6-tert-butyl-4-(4,4-difluorocyclohexyl)pyridine-3-carboxylic acid ethyl ester